CC1=CC=CC(=N1)OC1=CC=C(C=C1)C1=NOC(=N1)CC(C(=O)O)=C 2-((3-(4-((6-methylpyridin-2-yl)oxy)phenyl)-1,2,4-oxadiazol-5-yl)methyl)acrylic acid